C(C)(C)N1N=CC(=C1C1=NC=C(C(=N1)N(CC1CCN(CC1)C1=NC=CC=C1)C)OC)OC 2-(1-Isopropyl-4-methoxy-1H-pyrazol-5-yl)-5-methoxy-N-methyl-N-((1-(pyridin-2-yl)piperidin-4-yl)methyl)pyrimidin-4-amine